(3S)-3-methyl-4-[7-(4-methylbenzenesulfonyl)-5-(pyridin-2-yl)-7H-pyrrolo[2,3-d]pyrimidin-4-yl]piperazine-1-carboxylic acid tert-butyl ester C(C)(C)(C)OC(=O)N1C[C@@H](N(CC1)C=1C2=C(N=CN1)N(C=C2C2=NC=CC=C2)S(=O)(=O)C2=CC=C(C=C2)C)C